C(C)C1=C(NC=C1C)C=O 3-ETHYL-4-METHYL-1H-PYRROLE-2-CARBOXALDEHYDE